Trans-7-propyl-6,6a,7,8,9,10,10a,11-octahydro-[1,3]dioxolo[4',5':5,6]benzo[1,2-g]quinolin-11-ol C(CC)N1CCCC2C(C3=C(CC12)C=CC1=C3OCO1)O